barium chloride, calcium salt [Ca+2].[Cl-].[Ba+2].[Cl-].[Cl-].[Cl-]